CC=1C(=CC=2NC3=CC=C(C=C3C2C1C)N)C1=C(C=CC(=C1)N)N 3,4-dimethyl-6-amino-2-(2',5'-diaminophenyl)-9H-carbazole